(S)-5-amino-N-((5-bromo-3-fluoropyridin-2-yl)methyl)-N-(1-(pyrazin-2-yl)ethyl)-6,8-dihydro-1H-furo[3,4-d]pyrrolo[3,2-b]pyridine-2-carboxamide NC1=C2C(=C3C(=N1)C=C(N3)C(=O)N([C@@H](C)C3=NC=CN=C3)CC3=NC=C(C=C3F)Br)COC2